N-(4-cyano-2-fluoro-phenyl)-5-(5-fluoro-2-methyl-phenyl)-1H-pyrrole-3-sulfonamide C(#N)C1=CC(=C(C=C1)NS(=O)(=O)C1=CNC(=C1)C1=C(C=CC(=C1)F)C)F